FC1=C(C(=CC(=C1)OCC)F)B(O)O 2,6-DIFLUORO-4-ETHOXYPHENYLBORONIC ACID